C1(CC1)CC1=NC=C(C(=N1)OC1=CC=CC=C1)C(=O)OCC ethyl 2-(cyclopropylmethyl)-4-phenoxy-pyrimidine-5-carboxylate